(S)-1-[4-chlorophenyl]ethylamine ClC1=CC=C(C=C1)[C@H](C)N